CC=1OC2=C(C1C(=O)OCC)C=C(C=C2)C=NNS(=O)(=O)C2=CC=C(C)C=C2 ethyl 2-methyl-5-((2-tosylhydrazineylidene)methyl)benzofuran-3-carboxylate